6-(2'-methoxy-4'-methyl-3,4,5,6-tetrahydro-2H-[1,3']bipyridinyl-4-yl)-2-methyl-4-(2-trifluoromethyl-benzyl)-2,4,6,7-tetrahydro-pyrazolo[4,3-d]pyrimidin-5-one COC1=NC=CC(=C1N1CCC(CC1)N1C(N(C=2C(C1)=NN(C2)C)CC2=C(C=CC=C2)C(F)(F)F)=O)C